N-Methylbenzenesulfonamide CNS(=O)(=O)C1=CC=CC=C1